ethyl 8-bromo-6-methoxyimidazo[1,2-a]pyridine-2-carboxylate BrC=1C=2N(C=C(C1)OC)C=C(N2)C(=O)OCC